N[C@H](C(=O)O)[C@H](CNC(=O)OC(C)(C)C)O (2S,3S)-2-amino-4-(tert-butoxycarbonylamino)-3-hydroxy-butanoic acid